FC=1C=C2C(=CNC(C2=CC1F)=O)C(C)N(C(=O)[C@@H]1NC2=CC=CC=C2C1)C (2R)-N-(1-(6,7-difluoro-1-oxo-1,2-dihydroisoquinolin-4-yl)ethyl)-N-methylindoline-2-carboxamide